C(C)(C)(C)C[S@@](=O)(C1=CC(=CC=C1)NC(C1=C(N=C(C(=C1C)Cl)Cl)N1CCC(CCC1)(F)F)=O)=NC(=O)OCCOCCOCCC(CC)C 2-(((3-methylpentyl)oxy)ethoxy)ethan-1-ol tert-butyl-(R)-((3-(5,6-dichloro-2-(4,4-difluoroazepan-1-yl)-4-methylnicotinamido)phenyl)(methyl)(oxo)-λ6-sulfaneylidene)carbamate